NCC=1N=C2N(C=C(C=C2N2C(N(C(C2)=O)C)=O)C2CC2)C1F 1-(2-(aminomethyl)-6-cyclopropyl-3-fluoroimidazo[1,2-a]pyridin-8-yl)-3-methylimidazolidine-2,4-dione